5,5'-oxybis(N-octadecyl-2-acetyl-pyridin-4-one) O(C=1C(C=C(N(C1)CCCCCCCCCCCCCCCCCC)C(C)=O)=O)C=1C(C=C(N(C1)CCCCCCCCCCCCCCCCCC)C(C)=O)=O